1-(5-(Difluoromethyl)-1,3,4-thiadiazol-2-yl)-4-fluoro-1H-indazole-6-sulfonyl chloride FC(C1=NN=C(S1)N1N=CC2=C(C=C(C=C12)S(=O)(=O)Cl)F)F